C(C)OC(=O)C=1C=NN(C1C(F)(F)F)C(C)C 1-(propan-2-yl)-5-(trifluoromethyl)-1H-pyrazole-4-carboxylic acid ethyl ester